3-((3,5-dichloropyridin-2-yl)oxy)propan-1-ol ClC=1C(=NC=C(C1)Cl)OCCCO